SCC(C(=O)O)C.SCC(C(=O)O)C.C(C=1C(C(=O)O)=CC=CC1)(=O)O phthalic acid bis(3-mercapto-2-methylpropionate)